6-bromo-2-thieno[2,3-c]pyridin-5-yl-3H-quinazolin-4-one BrC=1C=C2C(NC(=NC2=CC1)C=1C=C2C(=CN1)SC=C2)=O